ClC=1C=C(C=CC1)C=1C(=NC(=NC1CCOCCOC)N)N 5-(3-chlorophenyl)-6-(2-(2-methoxyethoxy)ethyl)pyrimidine-2,4-diamine